FC1=CC=C(C=C1)[C@@H]1C[C@@](CC1)(C(=O)O)CCC cis-3-(4-fluorophenyl)-1-propylcyclopentane-1-carboxylic acid